2-Ethylhexyl 3-((7-(cyclopropanecarbonyl)-5,6,7,8-tetrahydro-1,7-naphthyridin-3-yl)thio)propanoate C1(CC1)C(=O)N1CCC=2C=C(C=NC2C1)SCCC(=O)OCC(CCCC)CC